FC(C=1C=C(C=C(C1)C(F)(F)F)C1=NN(C=N1)/C=C(/C#N)\C1=CC=NC=C1)(F)F (E)-3-(3-(3,5-bis(trifluoromethyl)phenyl)-1H-1,2,4-triazol-1-yl)-2-(pyridin-4-yl)acrylonitrile